5,8-difluorophthalazin-1(2H)-one FC1=C2C=NNC(C2=C(C=C1)F)=O